3-METHOXY-5-METHYLPYRIDINE-4-BORONIC ACID COC=1C=NC=C(C1B(O)O)C